(7-Chloro-5-methyl-4-oxo-4,5-dihydrothieno[3,2-c]pyridin-3-yl)carbamic acid tert-butyl ester C(C)(C)(C)OC(NC1=CSC2=C1C(N(C=C2Cl)C)=O)=O